2-(furan-2-yl)-5,6,7,8-tetrahydro-10H-oxazolo[5,4-D]pyrido[1,2-a]pyrimidin-10-one O1C(=CC=C1)C=1OC=2N=C3N(C(C2N1)=O)CCCC3